OCCNCCCCCCN (2-hydroxyethyl)hexamethylenediamine